BrC1=CC(=NC=C1)C(OC)OC 4-bromo-2-(dimethoxymethyl)pyridine